O=C1N(CCC1)[C@H](C(=O)N)CC (2S)-2-(2-oxopyrrolidin-1-yl)butanamide